F[C@]1(CN(CC[C@H]1O)C1=NC=CC(=N1)NC=1N=CC2=C(C=CC(=C2C1)C(C)C)N1CCC(CC1)(O)CF)C (3S,4R)-3-fluoro-1-(4-((8-(4-(fluoromethyl)-4-hydroxypiperidin-1-yl)-5-isopropylisoquinolin-3-yl)amino)pyrimidin-2-yl)-3-methylpiperidin-4-ol